(S)-1-(2-(3-(3-phenylpropyl)-1,2,4-oxadiazol-5-yl)piperidin-1-yl)ethan-1-one C1(=CC=CC=C1)CCCC1=NOC(=N1)[C@H]1N(CCCC1)C(C)=O